O1C=NC2=C1C=C(C=C2)CN (1,3-benzoxazol-6-yl)methanamine